N-(2-(2-guanidino-ethyl)-1'-((1s,4s)-4-isopropyl-cyclohexyl)-3-oxo-2,3-dihydro-1H-spiro[isoquinoline-4,4'-piperidin]-7-yl)acetamide N(C(=N)N)CCN1CC2=CC(=CC=C2C2(CCN(CC2)C2CCC(CC2)C(C)C)C1=O)NC(C)=O